C(CCCCCCC\C=C/CCCCCCCC)(=O)OCC(O)CO glycerol monooleoate